CN1CCN(CC1)CC=1C=CC(=NC1)NC=1N=CC2=C(N1)C(=NC(=C2)[C@@H](C)O)N2CCCC2 (1R)-1-[2-[[5-[(4-methylpiperazin-1-yl)methyl]pyridin-2-yl]amino]-8-pyrrolidin-1-ylpyrido[3,4-d]pyrimidin-6-yl]ethanol